C(O)C=1C=C(C)C=C(C1OC)CO 3,5-dimethylol-4-methoxytoluene